BrC1=NC(=CC2=CC=CC(=C12)Br)N 1,8-dibromoisoquinoline-3-amine